(2S,4R)-4-fluoro-N-(1-methyl-1H-pyrazolo[3,4-b]pyridin-3-yl)pyrrolidine-2-carboxamide 2-hydroxy-1,4-benzenedicarboxylate OC1=C(C=CC(=C1)C(=O)O)C(=O)O.F[C@@H]1C[C@H](NC1)C(=O)NC1=NN(C2=NC=CC=C21)C